CC1=CC=C(CN2C3(COC3)C(NCC2=O)=O)C=C1 5-(4-methylbenzyl)-2-oxa-5,8-diazaspiro[3.5]-nonane-6,9-dione